6-chloro-5-cyclopropyl-pyrazine-2-carboxylate ClC1=C(N=CC(=N1)C(=O)[O-])C1CC1